C(=O)=C1N(C=CC=C1)C=1C=NC(=CC1)N[C@@H]1C[C@H](CC1)NC(OC(C)(C)C)=O tert-butyl ((1S,3S)-3-((2-carbonyl-2H-[1,3'-bipyridine]-6'-yl)amino)cyclopentyl)carbamate